COC1=C(C(=CC=C1)OC)S(=O)(=O)NC1=NOC2=C1CC1(C3=CC(=C(C=C32)OC)C)CC1 2,6-Dimethoxy-N-(8'-methoxy-7'-methyl-4'H-spiro[cyclopropane-1,5'-naphtho[2,1-d]isoxazol]-3'-yl)benzenesulfonamide